CS(=O)(=NC1CN(CCC1)C1=NC(=NC=C1)C1=CN=C2SC(=CN21)C(F)(F)F)C Dimethyl((1-(2-(2-(trifluoromethyl)imidazo[2,1-b]thiazol-5-yl)pyrimidin-4-yl)piperidin-3-yl)imino)-λ6-sulfanone